N,N,N',N'-tetramethyl-guanidine CN(C)C(=N)N(C)C